3,3-bis(bromomethyl)-1-tosylazetidine BrCC1(CN(C1)S(=O)(=O)C1=CC=C(C)C=C1)CBr